FC(OCC=1[C@@H]([C@@H]([C@H]([C@@H](C1)NCCC1(CCCCC1)CC)O)O)O)F (1S,2S,3S,6R)-4-((difluoromethoxy)methyl)-6-((2-(1-ethylcyclohexyl)ethyl)amino)cyclohex-4-ene-1,2,3-triol